L-2-mercapto-5-methyl-1,3,4-thiadiazole SC=1SC(=NN1)C